5-((S)-2-((4-(2-(4-((2-acetylpyrimidin-5-yl)oxy)phenyl)propan-2-yl)phenoxy)methyl)azetidin-1-yl)-2-(2,6-dioxopiperidin-3-yl)isoindolin-1,3-dione C(C)(=O)C1=NC=C(C=N1)OC1=CC=C(C=C1)C(C)(C)C1=CC=C(OC[C@H]2N(CC2)C=2C=C3C(N(C(C3=CC2)=O)C2C(NC(CC2)=O)=O)=O)C=C1